C(C)C(CN(CC(CCCC)CC)C)CCCC N,N-bis(2-ethylhexyl)methylamine